COC1=C(C=C(C(=C1)C1CCNCC1)C)NC=1N=C(C2=C(N1)NC=C2)NC=2C=CC=C1CCN(C21)S(=O)(=O)C N2-(2-methoxy-5-methyl-4-(piperidin-4-yl)phenyl)-N4-(1-(methylsulfonyl)indolin-7-yl)-7H-pyrrolo[2,3-d]pyrimidine-2,4-diamine